rac-N-((5R,5aR,10bS)-10b-hydroxy-8,10-dimethoxy-5a-(4-methoxyphenyl)-5-phenyl-5a,10b-dihydro-5H-benzofuro[2',3':4,5]cyclopenta[1,2-d]pyrimidin-2-yl)cyanamide O[C@]12[C@]([C@@H](C3=C1N=C(N=C3)NC#N)C3=CC=CC=C3)(OC3=C2C(=CC(=C3)OC)OC)C3=CC=C(C=C3)OC |r|